C(C(C)C)(=O)OC[C@]1(O[C@H]([C@@H]([C@@H]1O)O)C1=CC=C2C(=NC=NN21)/N=C/N(C)C)C#N ((2R,3S,4R,5S)-2-cyano-5-(4-(((E)-(dimethylamino)methylene)amino)pyrrolo[2,1-f][1,2,4]triazin-7-yl)-3,4-dihydroxytetrahydrofuran-2-yl)methyl isobutyrate